3-(dimethylaminomethylene)piperidine-2,4-dione CN(C)C=C1C(NCCC1=O)=O